tert-butyl (S)-2-(2-fluoro-4-(4,4,5,5-tetramethyl-1,3,2-dioxaborolan-2-yl)benzyl)-1-(oxetan-2-ylmethyl)-1H-benzo[d]imidazole-6-carboxylate FC1=C(CC2=NC3=C(N2C[C@H]2OCC2)C=C(C=C3)C(=O)OC(C)(C)C)C=CC(=C1)B1OC(C(O1)(C)C)(C)C